[Na].O1C=CC2=CC=CC=C12 coumarone sodium salt